BrC=1C=C2C(=NN(C2=CC1)C1COC1)C 5-bromo-3-methyl-1-(oxetan-3-yl)indazole